6-({3-[5-(1,3-dioxolan-2-yl)pyridin-2-yl]phenyl}amino)-N-[(1R)-2-methoxycyclopropyl]-8-{[(4-methoxyphenyl)methyl](methyl)amino}imidazo[1,2-b]pyridazine-3-carboxamide O1C(OCC1)C=1C=CC(=NC1)C=1C=C(C=CC1)NC=1C=C(C=2N(N1)C(=CN2)C(=O)N[C@H]2C(C2)OC)N(C)CC2=CC=C(C=C2)OC